ClC1=CC(=C(C=C1)C=1C=2C=CC(=NC2C(NC1)=O)C)F 5-(4-chloro-2-fluoro-phenyl)-2-methyl-7H-1,7-naphthyridin-8-one